(R)-1-(3,5-dimethylpyridin-2-yl)-2-methylpiperazine dihydrochloride Cl.Cl.CC=1C(=NC=C(C1)C)N1[C@@H](CNCC1)C